BrC1=CC2=C(N(C3=C(O2)C=C(C=C3)Br)CCN3CCOCC3)N=C1 3,7-dibromo-10-(2-morpholinoethyl)-10H-benzo[b]pyrido[2,3-e][1,4]oxazine